CS(=O)(=O)N1CC=2NN=C(C2C1)C(=O)N1CCC(CC1)C1=C(C=CC=C1)C(F)(F)F (5-(methylsulfonyl)-1,4,5,6-tetrahydropyrrolo[3,4-c]pyrazol-3-yl)(4-(2-(trifluoromethyl)phenyl)piperidine-1-yl)methanone